6-methyltetrahydro-2H-thiopyran-3-ylsulfonamide sodium salt [Na].CC1CCC(CS1)S(=O)(=O)N